2-methoxy-7-(piperidin-4-yl)-5-((3-(trifluoromethyl)pyridin-2-yl)methyl)pyrido[2,3-b]pyrazin-6(5H)-one COC=1N=C2C(=NC1)N(C(C(=C2)C2CCNCC2)=O)CC2=NC=CC=C2C(F)(F)F